FC(C(CN1N=NC=C1C(=O)O)C)(F)F 1-(3,3,3-Trifluoro-2-methylpropyl)-1H-1,2,3-triazole-5-carboxylic acid